4-[(3-{3-(cyanomethyl)-3-[4-(7H-pyrrolo[2,3-d]pyrimidin-4-yl)-1H-pyrazol-1-yl]azetidin-1-yl}-8-azabicyclo[3.2.1]oct-8-yl)carbonyl]-2-fluorobenzonitrile C(#N)CC1(CN(C1)C1CC2CCC(C1)N2C(=O)C2=CC(=C(C#N)C=C2)F)N2N=CC(=C2)C=2C1=C(N=CN2)NC=C1